methyl 4-((benzo[d][1,3]dioxol-5-ylamino)methyl)benzoate O1COC2=C1C=CC(=C2)NCC2=CC=C(C(=O)OC)C=C2